CC1(OB(OC1(C)C)C1=C(C(=CC=C1)[N+](=O)[O-])C)C 4,4,5,5-tetramethyl-2-(2-methyl-3-nitro-phenyl)-1,3,2-dioxaborolane